(3-methyl)naphthalene CC=1C=CC2=CC=CC=C2C1